7-(8-chloro-2-methylimidazo[1,2-a]pyridin-6-yl)-3-(piperidin-4-yl)quinazolin-4(3H)-one ClC=1C=2N(C=C(C1)C1=CC=C3C(N(C=NC3=C1)C1CCNCC1)=O)C=C(N2)C